5-(3-bromo-2-fluorobenzyl)-2-(5-((4,6-difluoro-1H-indol-5-yl)oxy)-2-fluorophenyl)-1H-imidazole-4-carboxylic acid methyl ester COC(=O)C=1N=C(NC1CC1=C(C(=CC=C1)Br)F)C1=C(C=CC(=C1)OC=1C(=C2C=CNC2=CC1F)F)F